C(C)OC(=O)C=1C=C2N(C3=CC=C(C=C3N=C2N)C)C1 4-amino-7-methyl-pyrrolo[1,2-a]quinoxaline-2-carboxylic acid ethyl ester